2-phenyl-2-butanol C1(=CC=CC=C1)C(C)(CC)O